[N+](=O)([O-])C=1C(=CC(=NC1)C1=NN(C=N1)COCC[Si](C)(C)C)N[C@H]1C[C@H](CCC1)NC(OC(C)(C)C)=O tert-butyl ((1S,3R)-3-((5-nitro-2-(1-((2-(trimethylsilyl)ethoxy)methyl)-1H-1,2,4-triazol-3-yl)pyridin-4-yl)amino)cyclohexyl)carbamate